8-fluoro-2-methyl-4-[3-(trifluoromethyl)-7,8-dihydro-5H-1,6-naphthyridin-6-yl]quinazoline FC=1C=CC=C2C(=NC(=NC12)C)N1CC=2C=C(C=NC2CC1)C(F)(F)F